boron azapentalene N1=CC=C2C=CC=C12.[B]